9-[4-(1-naphthyl)phenyl]-10-(2-naphthyl)anthracene C1(=CC=CC2=CC=CC=C12)C1=CC=C(C=C1)C=1C2=CC=CC=C2C(=C2C=CC=CC12)C1=CC2=CC=CC=C2C=C1